PYRIDO-INDOLE N1C=CC2=CC=C3C(=C12)C=CC=N3